4-((4-bromo-3-(2-fluoroethoxy)benzyl)(pyrimidin-5-yl)amino)benzonitrile BrC1=C(C=C(CN(C2=CC=C(C#N)C=C2)C=2C=NC=NC2)C=C1)OCCF